7-(2-fluoro-6-methyl-phenyl)-5-[(3R)-3-(methylaminomethyl)-1-piperidyl]isoquinolin-3-amine FC1=C(C(=CC=C1)C)C1=CC(=C2C=C(N=CC2=C1)N)N1C[C@H](CCC1)CNC